3-[2-fluoro-5-(2,3-difluoro-6-methoxybenzyloxy)-4-methoxyphenyl]-2,4-dioxo-1,2,3,4-tetrahydrothieno[3,4-d]pyrimidine-5-carboxylic acid FC1=C(C=C(C(=C1)OC)OCC1=C(C(=CC=C1OC)F)F)N1C(NC=2C(C1=O)=C(SC2)C(=O)O)=O